Styrenemaleic (anhydride) C(=CC1=CC=CC=C1)/C/1=C/C(=O)OC1=O